COC=1C=C(C=CC1OC)C=1NC2=CC=C(C=C2C1C(C)C)OCC(=O)NCC(C)(C)O 2-((2-(3,4-dimethoxyphenyl)-3-isopropyl-1H-indol-5-yl)oxy)-N-(2-hydroxy-2-methylpropyl)acetamide